Oxepane-2,7-dion O1C(CCCCC1=O)=O